2,2-difluoro-1-(quinoxalin-6-yl)ethan-1-ol FC(C(O)C=1C=C2N=CC=NC2=CC1)F